1-(3-aminohexyl)imidazole NC(CCN1C=NC=C1)CCC